ClC1=NC=C(C=C1OCOC)C#CCOC 2-chloro-3-(methoxymethoxy)-5-(3-methoxyprop-1-ynyl)pyridine